3-(5-chloro-3-[1,2,4]triazolo[4,3-c]pyrimidinyl)-6-methoxy-1H-indole-1-carboxylic acid tert-butyl ester C(C)(C)(C)OC(=O)N1C=C(C2=CC=C(C=C12)OC)C1=NN=C2N1C(=NC=C2)Cl